4-(4-(5-(7,8-dimethyl-[1,2,4]triazolo[1,5-a]pyridin-6-yl)-6-isopropyl-4H-pyrrolo[3,2-d]thiazol-2-yl)cyclohexyl)morpholine CC1=C(C=2N(C=C1C1=C(C=3N=C(SC3N1)C1CCC(CC1)N1CCOCC1)C(C)C)N=CN2)C